C(C)[N+]1(CCCC1)[O-] N-ethylpyrrolidin-N-oxide